C1(=CC=CC2=CC=C(C=C12)S(=O)(=O)[O-])S(=O)(=O)[O-] naphthalene-1,7-disulfonate